OCCOCCOCCOCCOCCOCCOCCCCNC(OC(C)(C)C)=O tert-butyl (1-hydroxy-3,6,9,12,15,18-hexaoxadocosan-22-yl)carbamate